2-(1-((2-(Trimethylsilyl)ethoxy)methyl)-1H-pyrazol-4-yl)propan-2-ol C[Si](CCOCN1N=CC(=C1)C(C)(C)O)(C)C